FC1=C(C(=CC(=C1)C1=NC(=CC(=N1)OCCOC)C)F)N1CCC(CC1)CC(=O)O (1-{2,6-difluoro-4-[4-(2-methoxy-ethoxy)-6-methyl-pyrimidin-2-yl]-phenyl}-piperidin-4-yl)-acetic acid